C(C=C)(=O)OCCC1=CC=C(C=C1)C1CCCCC1 2-(4-cyclohexyl-phenyl)ethyl acrylate